ClC=1C(=NC(=NC1)NC1CCOCC1)C1=CC=C2CN(C(C2=C1)=O)CC(=O)N[C@H](C)C1=CC=CC=C1 2-(6-{5-chloro-2-[(oxacyclohex-4-yl)amino]pyrimidin-4-yl}-1-oxo-2,3-dihydro-1H-isoindol-2-yl)-N-[(1R)-1-phenylethyl]acetamide